ClC1=CC(=C(C=N1)COC1=CC=CC(=N1)C1=CC(=C(CC2=NC3=C(N2[C@@H]2COCC2(C)C)C=C(C=C3F)C(=O)O)C=C1F)F)OC (S)-2-(4-(6-((6-chloro-4-methoxypyridin-3-yl)methoxy)pyridin-2-yl)-2,5-difluorobenzyl)-1-(4,4-dimethyltetrahydrofuran-3-yl)-4-fluoro-1H-benzo[d]imidazole-6-carboxylic acid